C=1NN=C2C1C=1C(=NC(=CC1)NC(=O)NCC1=CC(=CC=C1)OC)OC2 1-(2,4-dihydropyrazolo[4',3':4,5]pyrano[2,3-b]pyridin-7-yl)-3-(3-methoxybenzyl)urea